dibehenyl methylenemalonate C=C(C(=O)OCCCCCCCCCCCCCCCCCCCCCC)C(=O)OCCCCCCCCCCCCCCCCCCCCCC